S1C(=NN=C1)N1CCC1 1-(1,3,4-thiadiazol-2-yl)azetidin